cis-1-((5-(4-fluoro-3-(trifluoromethyl)phenyl)-1,2,4-oxadiazol-3-yl)methyl)-2-methyl-N-(5-(trifluoromethyl)pyridin-3-yl)piperidine-4-carboxamide FC1=C(C=C(C=C1)C1=NC(=NO1)CN1[C@H](C[C@H](CC1)C(=O)NC=1C=NC=C(C1)C(F)(F)F)C)C(F)(F)F